(1-(5-(6-formyl-5-hydroxypyridin-2-yl)pentyl)piperidin-3-yl)carbamic acid tert-butyl ester C(C)(C)(C)OC(NC1CN(CCC1)CCCCCC1=NC(=C(C=C1)O)C=O)=O